NC1=NN=C(O1)[C@@H]1C[C@@H]2[C@@](OC3=C2C(=CC(=C3)OCCN3CCOCC3)OC)([C@@H]1C1=CC=CC=C1)C1=CC=C(C=C1)OC |r| rac-(1R,2R,3S,3aR,8bS)-2-(5-amino-1,3,4-oxadiazol-2-yl)-8-methoxy-3a-(4-methoxyphenyl)-6-(2-morpholinoethoxy)-3-phenyl-2,3,3a,8b-tetrahydro-1H-cyclopenta[b]benzofuran